5-phenylthiazole-2-carboxamide C1(=CC=CC=C1)C1=CN=C(S1)C(=O)N